BrC1=C(C=CC=C1)[C@@H]1CN(CCN1)C=1C2=C(N=C(N1)N)NC=C2 (R)-4-(3-(2-bromophenyl)piperazin-1-yl)-7H-pyrrolo[2,3-d]pyrimidin-2-amine